(N-(cyclopropylmethyl)-4-fluorobenzamido)-2-fluorobenzoyl chloride C1(CC1)CN(C(C1=CC=C(C=C1)F)=O)C=1C(=C(C(=O)Cl)C=CC1)F